N-methyl-5-{4-[1-(7-methyl-6-oxo-5H-1,5-naphthyridin-3-yl)ethyl]piperazin-1-yl}pyridine-2-carboxamide CNC(=O)C1=NC=C(C=C1)N1CCN(CC1)C(C)C=1C=NC=2C=C(C(NC2C1)=O)C